[Ta].[Nb].[Mo].[W] tungsten molybdenum niobium tantalum